CC=1C(OC(=CC1C1=CC=CC=C1)C(=O)OC)=O methyl 3-methyl-2-oxo-4-phenyl-2H-pyran-6-carboxylate